tert-butyl N-[2-[5-[(1S)-1-benzyloxy-1-(trifluoromethyl)but-3-enyl]-1,3,4-oxadiazol-2-yl]-6-(1,1-dimethylpent-4-enylamino)-5-(trifluoromethyl)-3-pyridyl]carbamate C(C1=CC=CC=C1)O[C@](CC=C)(C(F)(F)F)C1=NN=C(O1)C1=NC(=C(C=C1NC(OC(C)(C)C)=O)C(F)(F)F)NC(CCC=C)(C)C